N4-(7-Chloroquinolin-4-yl)-N1-(2-(pyrrolidin-1-yl)ethyl)pentane-1,4-diamine ClC1=CC=C2C(=CC=NC2=C1)NC(CCCNCCN1CCCC1)C